(pyridazin-3-yloxy) propane-1,3-diylbis(4-methylbenzenesulfonate) C(CCC1=C(C=CC(=C1)C)S(=O)(=O)[O-])C1=C(C=CC(=C1)C)S(=O)(=O)OOC=1N=NC=CC1